C1(CCCCC1)NC(=O)NC1=C(C=CC=C1)C1=CC=NC=C1 1-Cyclohexyl-3-(2-(pyridin-4-yl)phenyl)urea